N-phosphonomethyl-iminodiacetic acid tri-potassium salt [K+].[K+].[K+].P(=O)(O)(O)CN(CC(=O)[O-])CC(=O)[O-]